C1(C[C@]([C@H](C(=O)O)O)(O)C(=O)O)=NC=CC=2C3=CC=C(OC)C=C3NC12 harmine-L-tartaric acid